propanamide formate C(=O)O.C(CC)(=O)N